C(CCCCCCC\C=C/C[C@H](O)CCCCCC)(=O)[O-].[Na+] sodium ricinoleate